P(O)(=O)(OP(=O)(O)OP(=O)(O)O)OC[C@@H]1[C@H]([C@]([C@@H](O1)N1C(=O)N=C(N)C=C1)(O)C#C)O 2'-α-ethynylcytidine triphosphate